C[C@@H]1O[C@@H](CN([C@@H]1CNC1=NC=C(C=N1)C(F)(F)F)C(=O)C1=C(C=CC(=C1)F)N1N=CC=N1)C ((2S,3R,6R)-2,6-Dimethyl-3-(((5-(trifluoromethyl)pyrimidin-2-yl)amino)methyl)morpholino)(5-fluoro-2-(2H-1,2,3-triazol-2-yl)phenyl)methanone